1-(1-(3-amino-4-fluorophenyl)-3-cyclopropyl-propyl)pyridin-2(1H)-one NC=1C=C(C=CC1F)C(CCC1CC1)N1C(C=CC=C1)=O